2-(3-{[(3R,4R)-3-fluoro-2,2,6,6-tetramethylpiperidin-4-yl]amino}-1,2,4-triazin-6-yl)-5-(1H-pyrazol-4-yl)pyridin-3-ol F[C@H]1C(NC(C[C@H]1NC=1N=NC(=CN1)C1=NC=C(C=C1O)C=1C=NNC1)(C)C)(C)C